COC(NS(=O)(=O)C1=C(C=C(C=C1)CC(C)C)C1=CC=C(C=C1)CN1C(=NC=C1)C(C)(C)C)=O ((4'-((2-(tert-butyl)-1H-imidazol-1-yl)methyl)-5-isobutyl-[1,1'-biphenyl]-2-yl)sulfonyl)carbamic acid methyl ester